C(C)(=O)N1CCN(CC1)C1=C(C=C(C(=C1)OC)NC1=NC=NC(=C1)N1OCC[C@@H]1C1=CC(=CC=C1)F)NC(C=C)=O N-(2-(4-acetylpiperazine-1-yl)-5-((6-((R)-3-(3-fluorophenyl)isoxazolidine-2-yl)pyrimidine-4-yl)amino)-4-methoxy-phenyl)acrylamide